2-((4-(6-((4-Chloro-2-fluorophenyl)methoxy-d2)pyridin-2-yl)piperidin-1-yl)methyl-d2)-4-(difluoromethoxy)-1-methyl-1H-benzo[d]imidazole-6-carboxylic acid ClC1=CC(=C(C=C1)C(OC1=CC=CC(=N1)C1CCN(CC1)C(C1=NC2=C(N1C)C=C(C=C2OC(F)F)C(=O)O)([2H])[2H])([2H])[2H])F